thiazolyl-Quinazoline-2,4(1H,3H)-dione S1C(=NC=C1)N1C(NC(C2=CC=CC=C12)=O)=O